NCC(CCCCCCC)N 1,2-diaminononan